C(C)(C)(C)OC(=O)N([C@@H](C)C(=O)O)C1=C(C=CC=C1)C#N N-tert-butyloxycarbonyl(2-cyanophenyl)alanine